6-chloro-N4-(3,3-Difluoro-tetrahydro-2H-pyran-4-yl)quinoline-3,4-diamine ClC=1C=C2C(=C(C=NC2=CC1)N)NC1C(COCC1)(F)F